(1R,3aS,6aR)-N-((S)-4-hydroxy-3-oxo-1-((S)-2-oxopyrrolidin-3-yl)butan-2-yl)-2-((S)-5-oxo-2-phenylpyrrolidine-2-carbonyl)octahydrocyclopenta[c]pyrrole-1-carboxamide OCC([C@H](C[C@H]1C(NCC1)=O)NC(=O)[C@@H]1N(C[C@@H]2[C@H]1CCC2)C(=O)[C@@]2(NC(CC2)=O)C2=CC=CC=C2)=O